phenyl[phenyl(dimethylfluorenylphenyl)triazinyl]benzselenophene C1(=CC=CC=C1)C1=C([Se]C2=C1C=CC=C2)C2=NN=NC(=C2C2=C(C(=C(C=C2)C)C)C2=CC=CC=1C3=CC=CC=C3CC21)C2=CC=CC=C2